1,3,5-tris(4-(diphenylamino)phenyl)benzene C1(=CC=CC=C1)N(C1=CC=C(C=C1)C1=CC(=CC(=C1)C1=CC=C(C=C1)N(C1=CC=CC=C1)C1=CC=CC=C1)C1=CC=C(C=C1)N(C1=CC=CC=C1)C1=CC=CC=C1)C1=CC=CC=C1